5-(bromomethyl)-2-isopropylpyridine BrCC=1C=CC(=NC1)C(C)C